C1(CCCCC1)C12CC(C1)C2 cyclohexylbicyclo[1.1.1]pentane